5H-[1]benzopyrano[4,3-b]pyridine-5-one N1=C2C(=CC=C1)C(OC1=C2C=CC=C1)=O